N1=C(C=C(C=C1)C(=O)N)C1=NC=CC=C1 bipyridine-4-carboxamide